C(C)(C)(C)OC(=O)NC1=CC=C(CC=2C=C(C(=O)O)C=CC2)C=C1 3-(4-((tert-butoxycarbonyl)amino)benzyl)benzoic acid